C(C)OC(CC(=O)CC1=CC=C(C=C1)OC(F)(F)F)=O 4-trifluoromethoxyphenylacetoacetic acid ethyl ester